3-[1-[(1-Hydroxy-cyclobutyl)-methyl]-8-methylamino-2-oxo-8-phenyl-1,3-diazaspiro[4.5]decan-3-yl]-N-(2-hydroxy-ethyl)-propionamide OC1(CCC1)CN1C(N(CC12CCC(CC2)(C2=CC=CC=C2)NC)CCC(=O)NCCO)=O